N-((6-(2-(2H-1,2,3-triazol-2-yl)ethyl)-5-methoxy-1H-indol-2-yl)methyl)-1-methylcyclopropane-1-carboxamide N=1N(N=CC1)CCC1=C(C=C2C=C(NC2=C1)CNC(=O)C1(CC1)C)OC